CC1=NC(=CC(=C1)C=1C(=C(C(=C(C1N1C2=CC=CC=C2C=2C=CC=CC12)N1C2=CC=CC=C2C=2C=CC=CC12)C1=NC(=CC=C1)C)N1C2=CC=CC=C2C=2C=CC=CC12)N1C2=CC=CC=C2C=2C=CC=CC12)C 9,9',9'',9'''-(3-(2,6-dimethylpyridin-4-yl)-6-(6-methylpyridin-2-yl)benzene-1,2,4,5-tetrayl)tetrakis(9H-carbazole)